2-chloro-5-cyclopropyl-6-(methylsulfonyl)pyrimidine ClC1=NC(=C(C=N1)C1CC1)S(=O)(=O)C